[4-(3-oxa-bicyclo[3.1.0]hex-6-ylamino)-6-(6-trifluoromethyl-pyridin-2-yl)-[1,3,5]triazin-2-ylamino]-pyridine-2-carbonitrile C12COCC2C1NC1=NC(=NC(=N1)C1=NC(=CC=C1)C(F)(F)F)NC=1C(=NC=CC1)C#N